2-(((tetrahydro-2H-pyran-4-yl)methyl)thio)-3,5,6,7-tetrahydro-4H-cyclopenta[d]pyrimidin-4-one O1CCC(CC1)CSC=1NC(C2=C(N1)CCC2)=O